FC=1C=CC(=C2C=C(N(C12)CCNC1=NC=NC(=C1)C1=CC=C2C(NN(C2=C1)C)=O)C#N)OC 7-Fluoro-4-methoxy-1-{2-[6-(1-methyl-3-oxo-2,3-dihydro-1H-indazol-6-yl)-pyrimidin-4-ylamino]-ethyl}-1H-indole-2-carbonitrile